4,6-difluoro-2-oxobenzo[d]oxazol FC1=CC(=CC2=C1NC(O2)=O)F